ClCOCC[Si](C)(C)C [2-(chloro-methoxy)ethyl]trimethylsilane